F[C@H]1C[C@H](N(C1)C(CN1C[C@@H](CC1)NC1=C2C=CC=NC2=CC(=C1)F)=O)C#N (2S,4S)-4-fluoro-1-[2-[(3R)-3-[(7-fluoro-5-quinolyl)amino]pyrrolidin-1-yl]acetyl]pyrrolidine-2-carbonitrile